N-((3-((4-(tert-Butoxy)benzyl)amino)piperidin-1-yl)sulfonyl)-2-((S)-2,2,4-trimethylpyrrolidin-1-yl)nicotinamid C(C)(C)(C)OC1=CC=C(CNC2CN(CCC2)S(=O)(=O)NC(C2=C(N=CC=C2)N2C(C[C@@H](C2)C)(C)C)=O)C=C1